ClC=1C=C(C(=NC1)OC(F)F)C1=NN(C=C1NC(=O)C=1C=NN2C1N=CC=C2)CC2C(C(CC2=O)=O)=O N-[3-[5-chloro-2-(difluoromethoxy)pyridin-3-yl]-1-[(5-oxooxooxocyclopent-2-yl)methyl]-1H-pyrazol-4-yl]pyrazolo[1,5-a]pyrimidine-3-carboxamide